C(=O)(OC(C)(C)C)C1[C@H](N(CCC1)C1=CC(N(C(N1)=O)C)=O)N (S)-6-(3-boc-aminopiperidin-1-yl)-3-methylpyrimidine-2,4(1H,3H)-dione